4-(λ3-methyl)tetrahydro-2H-pyran [CH2]C1CCOCC1